1-(2-(2-(1-(1,1-dioxotetrahydrothiophen-3-yl)-1H-pyrazol-4-yl)-6-((4-methoxypyridin-2-yl)amino)pyrimidin-4-yl)-2,7-diazaspiro[3.5]nonan-7-yl)ethan-1-one O=S1(CC(CC1)N1N=CC(=C1)C1=NC(=CC(=N1)N1CC2(C1)CCN(CC2)C(C)=O)NC2=NC=CC(=C2)OC)=O